3-amino-N-[(6S)-2-[(3S,4S)-3-(fluoromethyl)-4-(methylamino)pyrrolidin-1-yl]-5,6,7,8-tetrahydroquinolin-6-yl]-6-methylthieno[2,3-b]pyridine-2-carboxamide NC1=C(SC2=NC(=CC=C21)C)C(=O)N[C@@H]2CC=1C=CC(=NC1CC2)N2C[C@@H]([C@@H](C2)NC)CF